1-(5-chloro-2-((2S,5R)-2,5-dimethylpiperazin-1-yl)pyrimidin-4-yl)-N-(2-(imidazo[1,2-a]pyridin-3-yl)propan-2-yl)azetidine-3-carboxamide ClC=1C(=NC(=NC1)N1[C@H](CN[C@@H](C1)C)C)N1CC(C1)C(=O)NC(C)(C)C1=CN=C2N1C=CC=C2